2-(trimethylsilyl)ethyl 2-[2-deoxy-2-fluoro-3-O-(4-oxopentanoyl)-β-D-ribofuranosyl]-2,7,8,9-tetrahydro-6H-2,3,5,6-tetraazabenzo[cd]azulene-6-carboxylate F[C@H]1[C@@H](O[C@@H]([C@H]1OC(CCC(C)=O)=O)CO)N1C=C2CCCN(C=3C2=C1N=CN3)C(=O)OCC[Si](C)(C)C